The molecule is a glycoside that is beta-D-Gal-(1->4)-[beta-D-Gal-(1->4)-beta-D-Glc-(1->6)]-beta-D-GlcNAc in which the hydroxy group at the reducing-end anomeric centre is replaced by a 3-azaniumylpropyl group. It is a glycoside and a primary ammonium ion. It derives from a beta-D-Galp-(1->4)-[beta-D-Galp-(1->4)-beta-D-Glcp-(1->6)]-beta-D-GlcpNAc. CC(=O)N[C@@H]1[C@H]([C@@H]([C@H](O[C@H]1OCCC[NH3+])CO[C@H]2[C@@H]([C@H]([C@@H]([C@H](O2)CO)O[C@H]3[C@@H]([C@H]([C@H]([C@H](O3)CO)O)O)O)O)O)O[C@H]4[C@@H]([C@H]([C@H]([C@H](O4)CO)O)O)O)O